C(CCC(=O)O)(=O)O.NC(CO)(CO)C 2-amino-2-methyl-1,3-propanediol succinate